[N+](=O)([O-])C=1C=C(C=CC1)NC(N)=O 3-(3-nitrophenyl)urea